ClC1=C(N=C(N=N1)N[C@H]1CN(CCC1)CC)C chloro-N-[(3R)-1-ethyl-3-piperidinyl]-5-methyl-1,2,4-triazin-3-amine